2-hydroxyhexadecyl butyrate C(CCC)(=O)OCC(CCCCCCCCCCCCCC)O